1-(bromomethyl)-3-nitro-benzene BrCC1=CC(=CC=C1)[N+](=O)[O-]